N-(3-((4,4-difluoropiperidin-1-yl)methyl)-1-methyl-1H-indazol-5-yl)-4-iodo-2-(6-azaspiro[2.5]oct-6-yl)benzamide FC1(CCN(CC1)CC1=NN(C2=CC=C(C=C12)NC(C1=C(C=C(C=C1)I)N1CCC2(CC2)CC1)=O)C)F